FC=1C(=CC(=NC1)OC)C1=CC(=NN1)C(=O)C12COCC(CC(C1)C(=O)NC1CCC(CC1)(C(F)(F)F)O)N2 (5-(5-fluoro-2-methoxypyridin-4-yl)-1H-pyrazole-3-carbonyl)-N-((1r,4r)-4-hydroxy-4-(trifluoromethyl)cyclohexyl)-3-oxa-9-azabicyclo[3.3.1]nonane-7-carboxamide